Cl.Cl.F\C(=C/CN)\CS(=O)(=O)C1=C(C(=C(C=2C(=C(C(=NC12)[2H])[2H])[2H])[2H])[2H])[2H] (Z)-3-fluoro-4-((quinolin-8-yl-d6)sulfonyl)but-2-en-1-amine dihydrochloride